(S)-(3-((4-([1,1'-biphenyl]-3-yl)-5-chloropyrimidin-2-yl)amino)piperidin-1-yl)(piperidin-4-yl)methanone C1(=CC(=CC=C1)C1=NC(=NC=C1Cl)N[C@@H]1CN(CCC1)C(=O)C1CCNCC1)C1=CC=CC=C1